(R)-4-methyl-2-(methylamino)-N-phenylpentanamide hydrochloride Cl.CC(C[C@H](C(=O)NC1=CC=CC=C1)NC)C